3-oxabicyclo[3.1.0]hexaneamide C12(COCC2C1)C(=O)N